4-[3-(6-cyclopentyloxy-pyridin-2-yl)-phenoxy]-butyric acid C1(CCCC1)OC1=CC=CC(=N1)C=1C=C(OCCCC(=O)O)C=CC1